OC(C)(C)C1=NC2=CC(=CC=C2C(N1)=O)OC 2-(2-hydroxy-prop-2-yl)-7-methoxyquinazolin-4(3H)-one